1,3,3-trichloro-1,1,2,2,3-pentafluoropropane ClC(C(C(F)(Cl)Cl)(F)F)(F)F